ClCCN(NCC)NCC 2-chloro-N,N-diethylaminoethylamine